tert-butyl 6-(2-(3-amino isoxazol-5-yl) phenoxy)-2-azaspiro[3.3]heptane-2-carboxylate NC1=NOC(=C1)C1=C(OC2CC3(CN(C3)C(=O)OC(C)(C)C)C2)C=CC=C1